methyl 1-(((benzyloxy)carbonyl)amino)-2,2-difluorocyclopropane-1-carboxylate C(C1=CC=CC=C1)OC(=O)NC1(C(C1)(F)F)C(=O)OC